N,N'-bis(2,4-dinitrophenyl)-3,3'-dimethoxy-1,1'-biphenyl-4,4'-diamine [N+](=O)([O-])C1=C(C=CC(=C1)[N+](=O)[O-])NC1=C(C=C(C=C1)C1=CC(=C(C=C1)NC1=C(C=C(C=C1)[N+](=O)[O-])[N+](=O)[O-])OC)OC